OC1=C(C=CC=C1)C1=CC(=CN=N1)N1CCC(CC1)(C1=CC=CC=C1)C(=O)N1CC2(CNC2)CC1 (1-(6-(2-hydroxyphenyl)pyridazin-4-yl)-4-phenylpiperidin-4-yl)(2,6-diazaspiro[3.4]octan-6-yl)methanone